1-(2-(dimethylamino)ethyl)-N1-methyl-N4-(5-methoxy-4-(7-methyl-1H-indol-3-yl)pyrimidin-2-yl)benzene-1,2,4-triamine CN(CCC1(C(C=C(C=C1)NC1=NC=C(C(=N1)C1=CNC2=C(C=CC=C12)C)OC)N)NC)C